F[B-](F)(F)F.C1(CCC(N1[NH+]=C(O)N)=O)=O (N-succinimidyl)uronium tetrafluoroborate